N-(3,5-difluoro-4-((6S,7S)-7-isobutyl-8-methyl-6,7,8,9-tetrahydro-3H-pyrazolo[3,4-h]isoquinolin-6-yl)phenyl)-1-(2,3-difluoropropyl)azetidin-3-amine FC=1C=C(C=C(C1[C@H]1[C@@H](N(CC=2C3=C(C=CC12)NN=C3)C)CC(C)C)F)NC3CN(C3)CC(CF)F